FC1=CC(=C(C=C1)N1N=CC=2C1=NC(=NC2)C)OC 1-(4-fluoro-2-methoxy-phenyl)-6-methyl-pyrazolo[3,4-d]pyrimidin